[N+](=O)([O-])C1=C(C(=O)Cl)C=CC(=C1OC)OCCCN1CCOCC1 2-nitro-3-methoxy-4-(3-morpholinopropoxy)benzoyl chloride